FC1=C(OC2=CC3=C(N=C(N=C3)NC3C(COCC3)O)N(C2=O)CC)C=CC(=C1)F 6-(2,4-difluorophenoxy)-8-ethyl-2-(3-hydroxy-tetrahydro-pyran-4-ylamino)pyrido[2,3-d]pyrimidin-7(8H)-one